[Na+].C(CCCCCCCCCCCCCCC)(=O)[O-] Palmitic acid, sodium salt